N-vinyl-4,4-diethyl-2-pyrrolidone C(=C)N1C(CC(C1)(CC)CC)=O